5-[(2,5-difluorophenyl)methyl]-N-[2-(5-fluoro-1H-indol-3-yl)ethyl]isoxazole-3-carboxamide FC1=C(C=C(C=C1)F)CC1=CC(=NO1)C(=O)NCCC1=CNC2=CC=C(C=C12)F